3-[[2-(acryloyloxy)ethyl]dimethylammonio]propane-1-sulfonic acid C(C=C)(=O)OCC[N+](CCCS(=O)(=O)O)(C)C